(2R)-2-(4-azido-6,6,6-trifluorooxyhexyl)1-tert-butylpyrrolidine tert-butyl-((trans-3-hydroxypiperidin-4-yl)methyl)carbamate C(C)(C)(C)N(C(O)=O)C[C@H]1[C@@H](CNCC1)O.N(=[N+]=[N-])C(CCC[C@H]1N(CCC1)C(C)(C)C)CC(OF)(OF)OF